3-(3-Aminochroman-7-yl)-3,9-diazabicyclo[3.3.1]nonane-9-carboxylic acid tert-butyl ester C(C)(C)(C)OC(=O)N1C2CN(CC1CCC2)C2=CC=C1CC(COC1=C2)N